tert-butyl-(5-methoxypent-3-ynyloxy)-dimethyl-silane C(C)(C)(C)[Si](C)(C)OCCC#CCOC